3-{2-chloro-[1,1'-biphenyl]-3-yl}piperidine-2,6-dione ClC1=C(C=CC=C1C1C(NC(CC1)=O)=O)C1=CC=CC=C1